Tri-phenyltriethoxysilane C1(=CC=CC=C1)C(CO[SiH](OCC)OCC)(C1=CC=CC=C1)C1=CC=CC=C1